(2R,8aS)-2-(2,3-dichloro-6-hydroxyphenyl)-7-[(3S)-3-hydroxypyrrolidin-1-yl]-hexahydro-1H-indolizin-5-one ClC1=C(C(=CC=C1Cl)O)[C@H]1C[C@H]2CC(CC(N2C1)=O)N1C[C@H](CC1)O